carbazole-2-d C1=C(C=CC=2C3=CC=CC=C3NC12)[2H]